N(N)C1CN(CCC1)C(=O)OC(C)(C)C tert-butyl 3-hydrazinopiperidine-1-carboxylate